hydroxyethane bisphosphonate P(O)(O)=O.P(O)(O)=O.OCC